C(CCCCCCCCCCC)CN([O-])C.C(CCCCCCCCCCC)[N+](C)(C)[O-] dodecyl-dimethylamine oxide (dodecyl-dimethylaminoxide)